(E)-4-[2-[5,6-dihydro-5,5-dimethyl-8-(2-naphthalenyl)-2-naphthalenyl]ethenyl]-benzoic acid CC1(C=2C=CC(=CC2C(=CC1)C1=CC2=CC=CC=C2C=C1)/C=C/C1=CC=C(C(=O)O)C=C1)C